(1R)-1-[[2-[1-(2-Hydroxy-1,1-dimethyl-ethyl)pyrazol-4-yl]-3-pyridyl]amino]ethyl-3,6-dimethyl-2-(3-pyridyl)-chromen-4-one OCC(C)(C)N1N=CC(=C1)C1=NC=CC=C1N[C@H](C)C1=C2C(C(=C(OC2=CC=C1C)C=1C=NC=CC1)C)=O